CN1N=CC2=CC(=C(C=C12)C)[N+](=O)[O-] 1,6-dimethyl-5-nitro-1H-indazole